F[C@@H]1CN(CC[C@@H]1NC1=NN2C(C(=N1)OC)=C(C=C2)C=2C=CC1=C(N(N=N1)[C@H](C(F)(F)F)C)C2)C(C)=O 1-((3R,4S)-3-fluoro-4-((4-methoxy-5-(1-((S)-1,1,1-trifluoropropan-2-yl)-1H-benzo[d][1,2,3]triazol-6-yl)pyrrolo[2,1-f][1,2,4]triazin-2-yl)amino)piperidin-1-yl)ethan-1-one